(2,3-dihydro-1,4-benzodioxin-6-yl)cyclohexanone O1CCOC2=C1C=CC(=C2)C2C(CCCC2)=O